N-(3-cyclobutoxy-5-fluoro-2'-hydroxy-3'-(3-(piperazin-1-yl)isoxazol-5-yl)-[1,1'-biphenyl]-4-yl)acetamide C1(CCC1)OC=1C=C(C=C(C1NC(C)=O)F)C1=C(C(=CC=C1)C1=CC(=NO1)N1CCNCC1)O